CC1=C2CC=C3[C@](C2=CC(=C1O)O)(CC[C@@]4([C@@]3(CC[C@@]5([C@H]4C[C@](CC5)(C)C(=O)O)C)C)C)C The molecule is a pentacyclic triterpenoid with formula C29H40O4, originally isolated from the root bark of Tripterygium regelii. It has a role as a plant metabolite and an apoptosis inducer. It is a pentacyclic triterpenoid, a monocarboxylic acid and a member of benzenediols.